FC1=CC(=C(C=C1)C1=CC=C(C=N1)CC(=O)O)O 2-(6-(4-fluoro-2-hydroxyphenyl)pyridin-3-yl)acetic acid